2-(4-cyclopropyl-6-methoxypyrimidin-5-yl)-6,7-dihydro-5H-pyrrolo[2,3-d]pyrimidin-4-ol C1(CC1)C1=NC=NC(=C1C=1N=C(C2=C(N1)NCC2)O)OC